N-[5-(1H-benzimidazol-2-yl)-1-[(4-methoxyphenyl)methyl]-pyrazol-3-yl]-6-(4-methylpiperazin-1-yl)pyridine-3-carboxamide N1C(=NC2=C1C=CC=C2)C2=CC(=NN2CC2=CC=C(C=C2)OC)NC(=O)C=2C=NC(=CC2)N2CCN(CC2)C